6-((4-chlorobenzyl)oxy)-2-(3-hydroxy-3-methylpyrrolidine-1-carbonyl)quinolin ClC1=CC=C(COC=2C=C3C=CC(=NC3=CC2)C(=O)N2CC(CC2)(C)O)C=C1